FC1(C[C@H]2[C@H]([C@H](CC[C@@]2([C@H]2CC[C@]3([C@H]([C@H]12)CC[C@@H]3[C@@H](CCCC(C3=C(C=CC=C3F)F)OC(C)=O)C)C)C)O)O)F acetic acid-(5R)-5-[(1R,3aS,3bS,5aR,6R,7S,9aR,9bS,11aR)-4,4-difluoro-6,7-dihydroxy-9a,11a-Dimethylhexadecahydro-1H-cyclopenta[1,2-a]phenanthrene-1-yl]-1-(2,6-difluorophenyl)hexyl ester